1-naphthalenamide C1(=CC=CC2=CC=CC=C12)C(=O)N